6-bromo-N2-(1-(7-fluoro-3-(1-methyl-1H-pyrazol-4-yl)quinolin-6-yl)ethyl)pyrazine-2,3-diamine BrC1=CN=C(C(=N1)NC(C)C=1C=C2C=C(C=NC2=CC1F)C=1C=NN(C1)C)N